D-glucopyranoseuronic acid OC1[C@H](O)[C@@H](O)[C@H](O)[C@H](O1)C(=O)O